[Na].C#CCC butyn sodium